(E)-2-amino-N-(6-amino-5-((2-hydroxyphenyl)diazenyl)pyridin-2-yl)acetamide monotrifluoroacetate salt FC(C(=O)O)(F)F.NCC(=O)NC1=NC(=C(C=C1)\N=N\C1=C(C=CC=C1)O)N